N2-neopentyl-6-phenyl-N4-(pyridin-4-yl)-1,3,5-triazine-2,4-diamine C(C(C)(C)C)NC1=NC(=NC(=N1)NC1=CC=NC=C1)C1=CC=CC=C1